FC=1C=NN(C1)C1C(CC1)C=1NC(C2=C(N1)N(N=C2C#N)[C@@H](C)C=2C=NC(=CC2)C(F)(F)F)=O 6-(2-(4-fluoro-1H-pyrazol-1-yl)cyclobutyl)-4-oxo-1-((S)-1-(6-(trifluoromethyl)pyridin-3-yl)ethyl)-4,5-dihydro-1H-pyrazolo[3,4-d]pyrimidine-3-carbonitrile